N-(2-(1-(cyclopropanecarbonyl)pyrrolidin-2-yl)ethyl)-4-(isopropylamino)-6-(1H-pyrazol-4-yl)quinoline-3-carboxamide C1(CC1)C(=O)N1C(CCC1)CCNC(=O)C=1C=NC2=CC=C(C=C2C1NC(C)C)C=1C=NNC1